(S)-2-(1-cyanopyrrolidin-3-yl)-N-(5-phenyl-1,3,4-thiadiazol-2-yl)acetamide C(#N)N1C[C@@H](CC1)CC(=O)NC=1SC(=NN1)C1=CC=CC=C1